1-[(1,4-benzodioxan-2-yl)carbonyl]piperazine hydrochloride Cl.O1C(COC2=C1C=CC=C2)C(=O)N2CCNCC2